BrC=1C=C(C(=NC1)OC1=CC=CC=C1)F 5-bromo-3-fluoro-2-phenoxypyridine